C1(CC1)C(=O)N1CC=2C=CC(=NC2CC1)S(=O)(=O)N[C@@H](C)C1=CC=C(C=C1)F (S)-6-(cyclopropanecarbonyl)-N-(1-(4-fluorophenyl)ethyl)-5,6,7,8-tetrahydro-1,6-naphthyridine-2-sulfonamide